1-[3-chloro-5-(2-aminoethylamino)phenyl]-3-(5-chloro-2-hydroxymethylphenyl)urea ClC=1C=C(C=C(C1)NCCN)NC(=O)NC1=C(C=CC(=C1)Cl)CO